C(C)(=O)N1CCN(CC1)C1=C(C=C(C(=C1)OC)C1=NC=C2C=C(C=3N(C2=C1)C=CN3)C3=C(C(=CC(=C3Cl)OC)OC)Cl)NC(C=C)=O N-(2-(4-acetylpiperazin-1-yl)-5-(4-(2,6-dichloro-3,5-dimethoxyphenyl)imidazo[1,2-a][1,6]naphthyridin-8-yl)-4-methoxyphenyl)acrylamide